C(C)(CCC)C1(CCC(CC1)(N)N)C(C)CCC bis-sec-amyl-cyclohexanediamine